FC1=C(CN2C(C3=NC=CC=C3C2=O)([2H])[2H])C=CC(=C1)C=1C2=CN(N=C2C(=CC1)O[C@H]1COCC1)C (R)-6-(2-fluoro-4-(2-methyl-7-((tetrahydrofuran-3-yl)oxy)-2H-indazol-4-yl)benzyl)-6,7-dihydro-5H-pyrrolo[3,4-b]pyridin-5-one-7,7-d2